O(C1=CC=CC=C1)C1=CC=C(C=C1)[C@H]1SCC[C@H](NC1=O)C(=O)N1CCNCC1 (2R,5S)-2-(4-phenoxyphenyl)-5-(piperazine-1-carbonyl)-1,4-thiazepan-3-one